1,3-dihydrofuro[3,4-c][1,7]naphthyridine-8-carboxamide C1OCC=2C=NC=3C=NC(=CC3C21)C(=O)N